C(#N)[C@]1([C@H](C1)C(F)F)C(=O)O (1s,2s)-1-cyano-2-(difluoromethyl)cyclopropane-1-carboxylic acid